tributoxyzirconium C(CCC)O[Zr](OCCCC)OCCCC